tert-butyl 4-cyclopropyl-3,6-dihydro-2H-pyridine-1-carboxylate C1(CC1)C=1CCN(CC1)C(=O)OC(C)(C)C